BrC1=CC=CC2=C1OC(CCO2)C2=C(C=C(C=C2)Cl)F 9-bromo-2-(4-chloro-2-fluorophenyl)-3,4-dihydro-2H-benzo[b][1,4]dioxepin